The molecule is an N-oleoylphosphatidylethanolamine(1-) in which the acyl groups at positions 1 and 2 are both specified as heptadecanoyl. It derives from a margarate and an oleate. It is a conjugate base of a N-oleoyl-1,2-diheptadecanoyl-sn-glycero-3-phosphoethanolamine. CCCCCCCCCCCCCCCCC(=O)OC[C@H](COP(=O)([O-])OCCNC(=O)CCCCCCC/C=C\\CCCCCCCC)OC(=O)CCCCCCCCCCCCCCCC